C(=O)[O-].[Ag+] silver format